tris{tris[3,5-bis(trifluoromethyl)phenyl]phosphine} palladium (0) [Pd].FC(C=1C=C(C=C(C1)C(F)(F)F)P(C1=CC(=CC(=C1)C(F)(F)F)C(F)(F)F)C1=CC(=CC(=C1)C(F)(F)F)C(F)(F)F)(F)F.FC(C=1C=C(C=C(C1)C(F)(F)F)P(C1=CC(=CC(=C1)C(F)(F)F)C(F)(F)F)C1=CC(=CC(=C1)C(F)(F)F)C(F)(F)F)(F)F.FC(C=1C=C(C=C(C1)C(F)(F)F)P(C1=CC(=CC(=C1)C(F)(F)F)C(F)(F)F)C1=CC(=CC(=C1)C(F)(F)F)C(F)(F)F)(F)F